(2R,4R)-1-cyano-N-[2-[(4,4-difluorocyclohexyl)amino]-1-(4-methoxy-3-pyridyl)-2-oxo-ethyl]-4-hydroxy-4-methyl-N-[4-(pentafluoro-λ6-sulfanyl)phenyl]pyrrolidine-2-carboxamide C(#N)N1[C@H](C[C@@](C1)(C)O)C(=O)N(C1=CC=C(C=C1)S(F)(F)(F)(F)F)C(C(=O)NC1CCC(CC1)(F)F)C=1C=NC=CC1OC